C(C)(=O)OC1=C(C(=NN1C1=CC=CC=C1)C)C(C=1OC2=C(C1NS(=O)(=O)C1=CC=C(C=C1)C)C=CC=C2)C2=CC(=CC=C2)Br (-)-4-((3-Bromophenyl)(3-((4-methylphenyl)sulfonamido)benzofuran-2-yl)methyl)-3-methyl-1-phenyl-1H-pyrazol-5-yl acetate